C(C(\C=C/CCCC)C(=O)O)C(=O)O cis-3-octene-1,2-dicarboxylic acid